4,5-bis(4-trifluoromethyl-phenyl)-2-(2-isopropoxy-4-methoxy-phenyl)-4,5-dihydro-imidazole FC(C1=CC=C(C=C1)C1N=C(NC1C1=CC=C(C=C1)C(F)(F)F)C1=C(C=C(C=C1)OC)OC(C)C)(F)F